C(#N)C(CNC=1C(=CC=C2C=CC(=CC12)C1=CC=CC(=N1)C(=O)NC1CN(CCC1)C)OC)=C 6-{8-[(2-cyano-2-methylideneethyl)amino]-7-methoxynaphthalen-2-yl}-N-(1-methylpiperidin-3-yl)pyridine-2-carboxamide